C(CCCCCCCC)N(C1=CC=CC2=CC=CC=C12)C1=CC=CC=C1 nonylphenyl-alpha-naphthylamine